[I-].C(CCCCC)OC=1C(=NSN1)C1=CCC[N+](C1)(C)C(C1=CC=CC=C1)OC(C(C)C)=O 5-(4-(hexyloxy)-1,2,5-thiadiazol-3-yl)-1-((isobutyryloxy)(phenyl)methyl)-1-methyl-1,2,3,6-tetrahydropyridin-1-ium iodide